N[C@@H](CC1=CC=CC=C1)C(=O)N (L)-phenylalanine amide